FC(S(=O)(=O)OC1=NC(=C(C2=C1C=CS2)C2=C(C=C(C=C2)F)OCCOC)C=2N=C1N(CCN(C1)C(C=C)=O)C2)(F)F [7-[4-fluoro-2-(2-methoxyethoxy)phenyl]-6-(7-prop-2-enoyl-6,8-dihydro-5H-imidazo[1,2-a]pyrazin-2-yl)thieno[3,2-c]pyridin-4-yl] trifluoromethanesulfonate